cis-(S)-3-(5-(4-((1-(2-fluoro-4-(3-(4-fluoro-3-methylphenyl)-7-hydroxychroman-4-yl)phenyl)piperidin-4-yl)methyl)piperazin-1-yl)-1-oxoisoindolin-2-yl)piperidine FC1=C(C=CC(=C1)[C@@H]1[C@@H](COC2=CC(=CC=C12)O)C1=CC(=C(C=C1)F)C)N1CCC(CC1)CN1CCN(CC1)C=1C=C2CN(C(C2=CC1)=O)[C@@H]1CNCCC1